[Ru](Cl)Cl.C(C1=CC=CC=C1)=C1C(CCCC1)(P(C1CCCCC1)C1CCCCC1)C1N(C2C(N1C1=C(C=C(C=C1C)C)C)CCCC2)C2=C(C=C(C=C2C)C)C benzylidene(1,3-bis(2,4,6-trimethylphenyl)octahydrobenzimidazol-2-yl)(tricyclohexylphosphine) ruthenium dichloride